(4-dimethylaminophenyl)phosphine palladium [Pd].CN(C1=CC=C(C=C1)P)C